[Na+].[Si]([O-])([O-])([O-])[O-].[Na+].[Na+].[Na+] silicic acid sodium salt